{4-[(4-Isopropyl-benzyl)-(methyl)amino]-2-trifluoromethyl-phenyl}-carbamic acid propyl ester C(CC)OC(NC1=C(C=C(C=C1)N(C)CC1=CC=C(C=C1)C(C)C)C(F)(F)F)=O